C(CCC=CC)O 4-hexene-1-ol